ClC1=CC=2C3=C(C(=NC2C(=C1C1=CC(=C(C=C1)Cl)C)F)S(=O)(=O)C)N=NN3[C@@H]3C[C@H](N(CC3)C(=O)OC(C)(C)C)CC#N tert-butyl (2S,4S)-4-(8-chloro-7-(4-chloro-3-methylphenyl)-6-fluoro-4-(methylsulfonyl)-1H-[1,2,3]triazolo[4,5-c]quinolin-1-yl)-2-(cyanomethyl)piperidine-1-carboxylate